C(C(=C)C)(=O)O.C(C(=C)C)(=O)O.C=CC.C=CC.C=CC tripropylen dimethacrylate